((4-(6-((4-chloroquinolin-8-yl)methoxy)pyridin-2-yl)piperidin-1-yl)methyl)-1-(Oxetan-2-ylmethyl)-1H-benzo[d]imidazole-6-carboxylate ClC1=CC=NC2=C(C=CC=C12)COC1=CC=CC(=N1)C1CCN(CC1)COC(=O)C=1C=CC2=C(N(C=N2)CC2OCC2)C1